2'-[6-amino-5-(trifluoromethyl)pyridin-3-yl]-N-[1-(pyridin-4-yl)cyclobutyl]-5',6'-dihydrospiro[pyrrolidine-3,4'-pyrrolo[1,2-b]pyrazole]-1-carboxamide NC1=C(C=C(C=N1)C=1C=C2N(N1)CCC21CN(CC1)C(=O)NC1(CCC1)C1=CC=NC=C1)C(F)(F)F